4b,9b-dihydroxy-7-isopropoxy-4-nitro-4b,9b-dihydro-10H-indeno[1,2-b]Benzofuran-10-one OC12OC3=C(C1(C(C1=CC=CC(=C12)[N+](=O)[O-])=O)O)C=CC(=C3)OC(C)C